[Cl-].C(CCCCC)[P+]1(CCCCC1)C 1-hexyl-1-methyl-phosphinanium chloride